S1C=C(C=C1)C1=NN=C(O1)N 5-(thiophen-3-yl)-1,3,4-oxadiazol-2-amine